FC=1C=C(/C=C/C2CCN(CC2)C(=O)OC(C)(C)C)C=C(C1O)C=O tert-butyl (E)-4-(3-fluoro-5-formyl-4-hydroxystyryl)piperidine-1-carboxylate